6-bromo-4-((1-cyclopropylethyl)(methyl)amino)-1-methyl-2-oxo-1,2-dihydro-1,5-naphthyridine-3-carbonitrile BrC=1N=C2C(=C(C(N(C2=CC1)C)=O)C#N)N(C)C(C)C1CC1